N-(1-(tert-butyl)-1H-pyrazol-4-yl)-2-(2-fluoro-4-((6-methoxyquinazolin-4-yl)oxy)phenyl)acetamide C(C)(C)(C)N1N=CC(=C1)NC(CC1=C(C=C(C=C1)OC1=NC=NC2=CC=C(C=C12)OC)F)=O